BrC1=C(C(=CC=C1)C(F)F)C 1-bromo-3-(difluoromethyl)-2-methyl-benzene